C(=O)O.NC[C@H](C1=CC=C(C=C1)C=1C(=NOC1C)C)[N+]1=NOC(=C1)[N-]C(NC1=CC(=CC=C1)C(F)(F)F)=O (s)-(3-(2-amino-1-(4-(3,5-dimethylisoxazol-4-yl)phenyl)ethyl)-1,2,3-oxadiazol-3-ium-5-yl)((3-(trifluoromethyl)phenyl)carbamoyl)amide formate